benzyl 4-[(2S,4R)-1-(tert-butoxycarbonyl)-4-hydroxypyrrolidin-2-yl]piperidine-1-carboxylate C(C)(C)(C)OC(=O)N1[C@@H](C[C@H](C1)O)C1CCN(CC1)C(=O)OCC1=CC=CC=C1